3,4-dihydro-2-ethoxy-2H-pyran C(C)OC1OC=CCC1